(R)-4-((3-(2,6-dichlorophenyl)-5-isopropylisoxazol-4-yl)methyl)-2-methyl-5,6-dihydropyridine-1(2H)-carboxylic acid tert-butyl ester C(C)(C)(C)OC(=O)N1[C@@H](C=C(CC1)CC=1C(=NOC1C(C)C)C1=C(C=CC=C1Cl)Cl)C